[Si](C)(C)(C(C)(C)C)OC[C@H](C)OC1=NC=C(C=N1)N (S)-2-((1-((tert-butyldimethylsilyl)oxy)propan-2-yl)oxy)pyrimidin-5-amine